N-({4-[2-(3-fluorophenyl)-1,3-thiazole-4-sulfonyl]phenyl}methyl)furo[2,3-c]pyridine-2-carboxamide FC=1C=C(C=CC1)C=1SC=C(N1)S(=O)(=O)C1=CC=C(C=C1)CNC(=O)C1=CC=2C(=CN=CC2)O1